CCCCCCCCCCCCCC/C=C/C(=O)O Heptadecenoic Acid